(S)-(1H-benzo[d][1,2,3]triazol-1-yl)((3aR,4S,6R,6aR)-6-methoxy-2,2-dimethyltetrahydrofuro[3,4-d][1,3]dioxol-4-yl)methanol N1(N=NC2=C1C=CC=C2)[C@@H](O)[C@H]2O[C@H]([C@@H]1OC(O[C@@H]12)(C)C)OC